N=1N(N=C2C1C=CC=C2)CN(CC2=CC=CC=C2)CC2=CC=CC=C2 2H-1,2,3-benzotriazol-2-yl-N,N-dibenzylmethylamine